2-(3-azidooxetan-3-yl)-5-bromopyridine N(=[N+]=[N-])C1(COC1)C1=NC=C(C=C1)Br